N1(C=CC=C1)CCCCCCC(=O)O.FC(C1=C(C=CC(=C1)C(F)(F)F)NC(=O)NS(=O)(=O)C=1OC=C(C1)C(C)(C)O)(F)F N-((2,4-bis(trifluoromethyl)phenyl)carbamoyl)-4-(2-hydroxypropan-2-yl)furan-2-sulfonamide 1H-pyrrole-1-heptanoate